(5-difluoromethoxy-1-methyl-3-trifluoromethylpyrazol-4-yl)methylsulfoxide FC(OC1=C(C(=NN1C)C(F)(F)F)S(=O)C)F